C(CCCCCC)C=1C=C(C(=C(C1)[O-])C1C=C(CCC1C(=C)C)C)O 5-heptyl-3-hydroxy-2-(3-methyl-6-isopropenylcyclohex-2-enyl)phenolate